7-(2-(2-(6-amino-2,5,5-trimethyl-4-oxo-5,6,7,8-tetrahydroquinazolin-3(4H)-yl)ethoxy)-5-chlorophenyl)-5-methylthieno[3,2-b]pyridine-3-carboxylic acid NC1C(C=2C(N(C(=NC2CC1)C)CCOC1=C(C=C(C=C1)Cl)C1=C2C(=NC(=C1)C)C(=CS2)C(=O)O)=O)(C)C